NC1=CC=C(C=C1)C1=C(C2=C(N(C(N(C2=O)C2=NC=C(C=C2)OC2COC2)=O)CC2=C(C=CC=C2F)F)S1)CN(C)C 6-(4-aminophenyl)-1-(2,6-difluorobenzyl)-5-((dimethylamino)methyl)-3-(5-(oxetan-3-yloxy)pyridin-2-yl)thieno[2,3-d]pyrimidine-2,4(1H,3H)-dione